N-(2H-1,2,4-triazol-5-yl)salicylamide N=1NC=NC1NC(C=1C(O)=CC=CC1)=O